cis-2-octenoic acid potassium salt [K+].C(\C=C/CCCCC)(=O)[O-]